C(C)OC1=C(C=CC=C1)N(S(=O)(=O)C1=CC=C(C=C1)S(=O)(=O)N(C)C)CC(=O)N1CCOCC1 N1-(2-ethoxyphenyl)-N4,N4-dimethyl-N1-(2-morpholino-2-oxoethyl)benzene-1,4-disulfonamide